C(C)C=1N(N=C2C1N=C(NC2=O)C2=C(C=CC(=C2)S(=O)(=O)N2CCN(CC2)CC)OCCC)CC2=NC=CC=C2 3-ethyl-5-(5-((4-ethylpiperazino)sulphonyl)-2-propoxyphenyl)-2-(2-pyridylmethyl)-6,7-dihydro-2H-pyrazolo(4,3-d)pyrimidin-7-one